FC=1C=C(C=C(C1)OC)C1=CC=C(C=C1)CN1C2=C(C=C1)SC(=C2C(=O)O)C 4-((3'-fluoro-5'-methoxy-[1,1'-biphenyl]-4-yl)methyl)-2-methyl-4H-thieno[3,2-b]pyrrole-3-carboxylic acid